FC1(C(N=C(C2=CC=CC=C12)C=1C=NC2=CC=CC=C2C1)(C)C)F 3-(4,4-Difluoro-3,4-dihydro-3,3-dimethylisoquinolin-1-yl)quinoline